CCCCCCCCCCCCCCCCCCCCCCCCCCCCCCCCCCCCCCCCCC=CCC pentatetracont-42-ene